C(C)(=O)N1[C@H](CN(CC1)C(=O)C=1NC2=CC=C(C=C2C1)OCC1=CC=CC=C1)C(=O)OC Methyl (R)-1-acetyl-4-(5-(benzyloxy)-1H-indole-2-carbonyl)piperazine-2-carboxylate